1-(cyclohexylmethyl)-N-(1-(methylsulfonyl)-1H-pyrrolo[2,3-b]pyridin-3-yl)-4-(trifluoromethyl)-1H-pyrazole-5-carboxamide C1(CCCCC1)CN1N=CC(=C1C(=O)NC1=CN(C2=NC=CC=C21)S(=O)(=O)C)C(F)(F)F